COCCO[Si](C=C)(OCCOC)OCCOC tris(2-methoxyethoxy)(vinyl)silane